NC1=NC=2C=CC(=CC2C2=C1[C@@H](OC2)C)C(=O)N2[C@H](COCC2)C2=CC=C(C=C2)OC(F)(F)F [(3S)-4-amino-3-methyl-1,3-dihydrofuro[3,4-c]quinolin-8-yl]-[(3S)-3-[4-(trifluoromethoxy)phenyl]morpholin-4-yl]methanone